C(CCCCC(C)C)C1=C(C=CC=C1)O iso-octyl-phenol